O1CCN(CC1)C1=C2C(=NC(=C1)N/N=C(\C)/C=1C=C(C=CC1)C)N(C=N2)CCC#N (E)-3-(7-morpholino-5-(2-(1-(m-tolyl)ethylidene)hydrazinyl)-3H-imidazo[4,5-b]pyridin-3-yl)propanenitrile